COC[C@@H](CC=C)S(=O)(=O)N (R)-1-METHOXYPENT-4-ENE-2-SULFONAMIDE